benzyl (2-(2-(((1R,5S,6s)-3-azabicyclo[3.1.0]hexan-6-yl)oxy)-6-(1-methylcyclopentyl)pyridin-4-yl)propan-2-yl)carbamate [C@@H]12CNC[C@H]2C1OC1=NC(=CC(=C1)C(C)(C)NC(OCC1=CC=CC=C1)=O)C1(CCCC1)C